N-((5-(isoxazol-3-yl)-6-(thiazol-4-ylmethoxy)-1-tosyl-1H-indol-2-yl)methyl)-1-methylcyclopropane-1-carboxamide O1N=C(C=C1)C=1C=C2C=C(N(C2=CC1OCC=1N=CSC1)S(=O)(=O)C1=CC=C(C)C=C1)CNC(=O)C1(CC1)C